FC(C1=NN=C(O1)C1=CC(=C(CN(C=2C(C(C2N2CCNCC2)=O)=O)C2=CC(=C(C=C2)F)F)C=C1)F)F 3-((4-(5-(Difluoromethyl)-1,3,4-oxadiazol-2-yl)-2-fluorobenzyl)(3,4-difluorophenyl)amino)-4-(piperazin-1-yl)cyclobut-3-ene-1,2-dione